BrC1=C2C=COC(C2=CC(=C1)O)=O 5-bromo-7-hydroxy-1H-isochromen-1-one